FC1=C(C=C(C=C1)F)[C@H]1N(CC[C@H](C1)NCC1=NC=CC=N1)C(=O)N1CC2(CCCC2)[C@@H](CC1)CN1C=NC(=CC1=O)C1=CC=CC=C1 3-(((R)-7-((2S,4R)-2-(2,5-difluorophenyl)-4-((pyrimidin-2-ylmethyl)amino)Piperidine-1-carbonyl)-7-azaspiro[4.5]Dec-10-yl)methyl)-6-phenylpyrimidin-4(3H)-one